5-[3-({(1S)-1-[(1S,3R)-3-aminocyclobutyl]ethyl}amino)-4-(trifluoromethyl)phenyl]-1,3,4-oxadiazol-2(3H)-one NC1CC(C1)[C@H](C)NC=1C=C(C=CC1C(F)(F)F)C1=NNC(O1)=O